CCCCCCCCCCCCC[C@@H]1CC(=O)N[C@@H](C(=O)N[C@@H](C(=O)N[C@H](C(=O)N[C@H](C(=O)N2C[C@@H](C[C@H]2C(=O)N[C@@H](C(=O)N[C@H](C(=O)N3CC[C@@H]([C@H]3C(=O)N[C@H](C(=O)NCC(=O)N[C@@H](C(=O)N[C@H](C(=O)O1)CCCN)[C@@H](C)O)[C@@H](CC(=O)N)O)O)[C@@H](C)O)[C@@H](C)O)O)C(C)C)CC4=CC=C(C=C4)O)C)[C@@H](C)O.Cl The molecule is a hydrochloride salt resulting from the mixture of equimolar amounts of FR901469 and hydrogen chloride. It is isolated from an unidentified Fungus and exhibits antifungal and antipneumonic activities. It has a role as a metabolite, an antimicrobial agent and an antifungal agent. It contains a FR901469(1+).